9-(4-Methylpiperazin-1-yl)-7-(trifluoromethyl)pyrido[2,3-b]phenazin-5,12-dion CN1CCN(CC1)C1=CC(=C2N=C3C(C4=C(C(C3=NC2=C1)=O)N=CC=C4)=O)C(F)(F)F